COC1=CC=C(CN(CC2=CC=C(C=C2)OC)CC2(CC(NC2)=O)O)C=C1 4-((bis(4-methoxybenzyl)amino)methyl)-4-hydroxypyrrolidin-2-one